5-chloro-N-((1r,4r)-4-((1-(2-chlorophenyl)-2-oxo-1H-imidazo[4,5-b]pyridin-3(2H)-yl)methyl)cyclohexyl)-2-methylnicotinamide ClC=1C=NC(=C(C(=O)NC2CCC(CC2)CN2C(N(C=3C2=NC=CC3)C3=C(C=CC=C3)Cl)=O)C1)C